Cl.NCC(C(=O)OC)(C)O methyl 3-amino-2-hydroxy-2-methylpropanoate hydrochloride